3-fluoro-5-(Trifluoromethyl)benzamide FC=1C=C(C(=O)N)C=C(C1)C(F)(F)F